(R)-1-(3-methoxyphenyl)propan-2-amine COC=1C=C(C=CC1)C[C@@H](C)N